(6aR,8R,9R,10R,10aS)-10-hydroxy-8-(1H-indol-1-yl)-2,2,4,4-tetraisopropyl-hexahydropyrano[3,2-f][1,3,5,2,4]trioxadisilocin-9-yl benzoate C(C1=CC=CC=C1)(=O)O[C@@H]1[C@H]([C@@H]2O[Si](O[Si](OC[C@H]2O[C@H]1N1C=CC2=CC=CC=C12)(C(C)C)C(C)C)(C(C)C)C(C)C)O